F[C@H]1[C@H](C1)C(=O)NC=1SC2=C(N1)C=CC(=C2)C=2C=NC=CC2C (1r,2r)-2-fluoro-N-(6-(4-methylpyridin-3-yl)benzo[d]thiazol-2-yl)cyclopropane-1-carboxamide